methyl 2-amino-4-methoxythiophene-3-carboxylate NC=1SC=C(C1C(=O)OC)OC